(S)-2-amino-N-((S)-1-(((S)-4-ethyl-4-hydroxy-3,14-dioxo-3,4,12,14-tetrahydro-1H-pyrano[3',4':6,7]indolizino[1,2-b]quinolin-9-yl)amino)-1-oxopropan-2-yl)propenamide NC(C(=O)N[C@H](C(=O)NC1=CC=2C=C3C(=NC2C=C1)C1=CC2=C(C(N1C3)=O)COC([C@]2(O)CC)=O)C)=C